5-{[2-(4-isopropylphenyl)imidazo[1,2-a]pyridin-3-yl]methyl}-2,5-diazabicyclo[2.2.2]octane-2-carboxylate C(C)(C)C1=CC=C(C=C1)C=1N=C2N(C=CC=C2)C1CN1C2CN(C(C1)CC2)C(=O)[O-]